FC1(C(C1)CP(O)(=O)CC[C@H]1OC([C@H]([C@H]([C@@H]1O)O)O)OC1=CC=C(C=C1)OC)F (2,2-difluorocyclopropyl)methyl-[2-[(2R,3S,4S,5S)-3,4,5-trihydroxy-6-(4-methoxyphenoxy)tetrahydropyran-2-yl]ethyl]phosphinic acid